NC1=C2C=CN(C2=CC=C1)C1=CC(=NC=C1)NC(=O)C1CC1 N-(4-(4-amino-1H-indol-1-yl)pyridin-2-yl)cyclopropanecarboxamide